COC1=CC=C(C=C1)C1=NN2C(=NC=3C(=CC=CC3C2=N1)C(C)C)NC=1C(N=CC=NC1)=O (6R)-6-{[2-(4-methoxyphenyl)-7-(propan-2-yl)[1,2,4]triazolo[1,5-c]quinazolin-5-yl]amino}-1,4-diazepin-5-one